5-((tert-butoxycarbonyl)amino)-2-ethoxybenzoic acid C(C)(C)(C)OC(=O)NC=1C=CC(=C(C(=O)O)C1)OCC